FC(C(=O)NC=1C=CC=2C(C=3N=C(N=CC3C2C1)C(F)(F)F)=O)=C 2-fluoro-N-(9-oxo-2-(trifluoromethyl)-9H-indeno[2,1-d]pyrimidin-6-yl)acrylamide